FC1=CC=C(C=C1)NC(=O)NC1=CC=C(C=C1)C(\C=C\C1=CC(=C(C(=C1)C)OC)C)=O (E)-1-(4-fluorophenyl)-3-(4-(3-(4-methoxy-3,5-dimethylphenyl)acryloyl)phenyl)urea